bromomethoxytertiary butyl-dimethyl-silane BrCO[Si](C)(C)C(C)(C)C